C1(CC1)C=1N=NN(C1)[C@H](C(=O)N1[C@@H](C[C@H](C1)O)C(=O)NCC1CCS(C2=CC=CC=C12)(=O)=O)C(C)(C)C (2S,4r)-1-[(2S)-2-(4-cyclopropyl-triazol-1-yl)-3,3-dimethyl-butyryl]-N-[(1,1-dioxo-3,4-dihydro-2H-thiochromen-4-yl)methyl]-4-hydroxy-pyrrolidine-2-carboxamide